FC1(C(CN(CC1)C(=O)OCC1=CC=CC=C1)C1=NC(=C(N=C1)OC)NN)F benzyl 4,4-difluoro-3-(6-hydrazineyl-5-methoxypyrazin-2-yl)piperidine-1-carboxylate